2-((hexahydropyrrolo[1,2-a]pyrimidin-1(2H)-yl)methyl)-9H-thioxanthen-9-one N1(C2N(CCC1)CCC2)CC2=CC=1C(C3=CC=CC=C3SC1C=C2)=O